(S)-(7-chloroimidazo[1,5-a]pyridin-5-yl)-cyclohexylmethanol ClC1=CC=2N(C(=C1)[C@@H](O)C1CCCCC1)C=NC2